C(C=1C(C(=O)OC2=C(C(=CC=C2)C)C)=CC=CC1)(=O)OC1=C(C(=CC=C1)C)C Phthalic acid, di(2,3-dimethylphenyl) ester